NCC=1C(=C(C=O)C=CC1)O 3-(AMINOMETHYL)-2-HYDROXYBENZALDEHYDE